CO[Si]([O-])([O-])[O-] methylsilicate